ClC1=CC=C(C=C1)NC(=O)C=1C=C(N(C1C)C)C1=C(C(=O)O)C=C(C(=C1)OC)C#N 2-(4-{[(4-Chlorophenyl)amino]carbonyl}-1,5-dimethyl-1H-pyrrol-2-yl)-5-cyano-4-methoxybenzoic acid